Acetic acid-acetate salt C(C)(=O)O.C(C)(=O)O